COC=1C=C(C=CC1OC1=NC=CC(=C1)C(F)(F)F)CCC1=NC2=CC=CC=C2C(=N1)N [2-[3-methoxy-4-[[4-(trifluoromethyl)-2-pyridinyl]oxy]phenyl]ethyl]-4-quinazolinamine